C(C)C1=C(C(=O)C(=O)O)C=CC=C1.C1(=CC=CC=C1)C(C(=O)OCC)=O ethyl 2-phenyl-2-ketoethanoate (ethyl benzoylformate)